4-Chloro-6-((1R,2S)-2-hydroxycyclohexyl)-2-(methylthio)-6,7-dihydro-5H-pyrrolo[3,4-d]pyrimidin-5-one ClC=1C2=C(N=C(N1)SC)CN(C2=O)[C@H]2[C@H](CCCC2)O